CC1=CC=C(C(=O)OC2[C@@H](OC(C2)N2C(N=C(C(=C2)C=2OC=CC2)N)=O)COC(C2=CC=C(C=C2)C)=O)C=C1 (S)-5-(4-amino-5-(furan-2-yl)-2-oxopyrimidin-1(2H)-yl)-2-(((4-methylbenzoyl)oxy)methyl)tetrahydrofuran-3-yl 4-methylbenzoate